(R)-2-((2-amino-7-(6-(morpholinomethyl)pyridin-3-yl)-1,5-naphthyridin-4-yl)amino)-2-methylhexan-1-ol NC1=NC2=CC(=CN=C2C(=C1)N[C@@](CO)(CCCC)C)C=1C=NC(=CC1)CN1CCOCC1